N-(2-carbamoyl-6-methoxy-4-(2-morpholinoethyl)phenyl)-4-(trifluoromethyl)pyridineamide C(N)(=O)C1=C(C(=CC(=C1)CCN1CCOCC1)OC)NC(=O)C1=NC=CC(=C1)C(F)(F)F